COC1=CC(=C(C=C1NC1=NC=CC(=N1)N1C(N2CCCC3=CC=CC1=C23)=O)NC(C=C)=O)N2CCN(CC2)C N-(4-methoxy-2-(4-methylpiperazin-1-yl)-5-((4-(2-oxo-5,6-dihydro-4H-imidazo[4,5,1-ij]quinolin-1(2H)-yl)pyrimidin-2-yl)amino)phenyl)acrylamide